3-((4-(1-(4-(4-(3-amino-5-fluoro-2-methylphenyl)pyrrolo[2,1-f][1,2,4]triazin-6-yl)benzyl)piperidin-4-yl)phenyl)amino)piperidine-2,6-dione NC=1C(=C(C=C(C1)F)C1=NC=NN2C1=CC(=C2)C2=CC=C(CN1CCC(CC1)C1=CC=C(C=C1)NC1C(NC(CC1)=O)=O)C=C2)C